FC(C(C)NC(C)C(F)(F)F)(F)F Di-(α-trifluoromethylethyl)amin